FC=1C=CC(=NC1C)C1=NNC=C1C1=NC2=CC(=CN=C2C=C1)C1=NN=C2N1CCNC2 2-[3-(5-fluoro-6-methyl-2-pyridyl)-1H-pyrazol-4-yl]-7-(5,6,7,8-tetrahydro-[1,2,4]triazolo[4,3-a]pyrazin-3-yl)-1,5-naphthyridine